NC1=C2N=CN(C2=NC(=N1)F)[C@H]1C[C@@H]([C@@](O1)(C#C)CO[P@](=O)(OC1=CC=CC=C1)N[C@@H](C)C(=O)OC(C)C)OC(=O)OC(CCCC)CCCC Isopropyl ((S)-(((2R,3S,5R)-5-(6-amino-2-fluoro-9H-purin-9-yl)-2-ethynyl-3-(((nonan-5-yloxy)carbonyl)oxy) tetrahydrofuran-2-yl)methoxy)(phenoxy)phosphoryl)-L-alaninate